9,10-bis(4-t-butylphenoxy)anthracene tert-butyl-3-(6-(5-(picolinamido)pyrazolo[1,5-a]pyridin-3-yl)pyridin-2-yl)piperidine-1-carboxylate C(C)(C)(C)OC(=O)N1CC(CCC1)C1=NC(=CC=C1)C=1C=NN2C1C=C(C=C2)NC(C2=NC=CC=C2)=O.C(C)(C)(C)C2=CC=C(OC=1C3=CC=CC=C3C(=C3C=CC=CC13)OC1=CC=C(C=C1)C(C)(C)C)C=C2